[Si](C)(C)(C(C)(C)C)OCC(CN(C(OC(C)(C)C)=O)C)CN1C(=NC2=C1C(=CC=C2)B2OC(C(O2)(C)C)(C)C)C tert-butyl N-[2-[[tert-butyl(dimethyl)silyl]oxymethyl]-3-[2-methyl-7-(4,4,5,5-tetramethyl-1,3,2-dioxaborolan-2-yl)benzimidazol-1-yl]propyl]-N-methyl-carbamate